C(#N)C=1C=C2C(=NC1)N(N=C2)C2=NC=C(C(=O)NCC(=O)N1CCOCC1)C(=C2)NC(C)C 6-(5-cyano-1H-pyrazolo[3,4-b]pyridin-1-yl)-4-(isopropylamino)-N-(2-morpholino-2-oxoethyl)nicotinamide